(R)-N-(2-(1-Cyclopropyl-2-hydroxy-2-methylpropyl)-3-oxoisoindolin-4-yl)-6-methyl-[1,3]dioxolo[4,5-b]pyridine-7-carboxamide C1(CC1)[C@H](C(C)(C)O)N1CC2=CC=CC(=C2C1=O)NC(=O)C1=C2C(=NC=C1C)OCO2